tert-butyl 4-(((1r,4r)-4-(5-(3-cyanopyrrolo[1,2-b]pyridazine-7-carboxamido)-6-(2-hydroxypropan-2-yl)-2H-indazol-2-yl)cyclohexyl)methyl)piperazine-1-carboxylate C(#N)C1=CC=2N(N=C1)C(=CC2)C(=O)NC2=CC1=CN(N=C1C=C2C(C)(C)O)C2CCC(CC2)CN2CCN(CC2)C(=O)OC(C)(C)C